C(C)OC(=O)C1=C(N(C2=CC(=C(C=C12)O)Br)C)C 1,2-dimethyl-6-bromo-5-hydroxyindole-3-carboxylic acid ethyl ester